Cl.O=C1NC(CCC1N1C(N(C2=C1C=CC(=C2)C2CCN(CC2)C(CCCCCC(=O)O)=O)C)=O)=O 7-[4-[1-(2,6-dioxo-3-piperidyl)-3-methyl-2-oxo-benzimidazol-5-yl]-1-piperidyl]-7-oxo-heptanoic acid hydrochloride